[Ca+2].C(CC)(=O)[O-].[Ca+2].C(CC)(=O)[O-].C(CC)(=O)[O-].C(CC)(=O)[O-] calcium propionate, calcium salt